N1N=CC2=CC(=CC=C12)C#CC1=NC(=NC=C1)C1=NC(=NC=C1)NCC=1C(=NC=CC1Cl)F 4-((1H-Indazol-5-yl)ethynyl)-N-((4-chloro-2-fluoropyridin-3-yl)methyl)-[2,4'-bipyrimidin]-2'-amine